FC(N1N=C(C(=C1C)C=1C=NN2C1C=C(C=C2)C=2SC(=C(N2)OCC)C(=O)OCC)C)F ethyl 2-[3-[1-(difluoro-methyl)-3,5-dimethyl-pyrazol-4-yl]pyrazolo[1,5-a]pyridin-5-yl]-4-ethoxy-thiazole-5-carboxylate